4-hydroxyl-3-methoxybenzaldehyde OC1=C(C=C(C=O)C=C1)OC